2-[4-(benzyloxy)-3-methoxyphenyl]-6-(4-bromothiophen-2-yl)pyrazine C(C1=CC=CC=C1)OC1=C(C=C(C=C1)C1=NC(=CN=C1)C=1SC=C(C1)Br)OC